3-Methyl-5-(N-benzyl-N-phenethylsulfamoyl)benzofuran-2-carboxylic acid ethyl ester C(C)OC(=O)C=1OC2=C(C1C)C=C(C=C2)S(N(CCC2=CC=CC=C2)CC2=CC=CC=C2)(=O)=O